C1N(CCC2=CC=CC=C12)C[C@H](CN1CCOC2=C(C1=O)C=CC(=C2)C)O 4-[(2R)-3-(3,4-dihydro-1H-isoquinolin-2-yl)-2-hydroxy-propyl]-8-methyl-2,3-dihydro-1,4-benzoxazepin-5-one